(1-(((4-(6-isopropyl-5-(8-methyl-[1,2,4]triazolo[1,5-a]pyridin-6-yl)-4H-pyrrolo[3,2-d]thiazol-2-yl)cyclohexyl)amino)methyl)cyclopropyl)methanol C(C)(C)C1=C(NC2=C1N=C(S2)C2CCC(CC2)NCC2(CC2)CO)C=2C=C(C=1N(C2)N=CN1)C